6-O-methyl-D-galactose COC[C@H]([C@@H]([C@@H]([C@H](C=O)O)O)O)O